NCC1=C(CN(CC)CC)C=CC=C1 (2-(Aminomethyl)Benzyl)-N-Ethylethylamine